2,3-dichloro-6,7-dinitro-quinoxaline ClC1=NC2=CC(=C(C=C2N=C1Cl)[N+](=O)[O-])[N+](=O)[O-]